BrC1=C(C=C2CN(C(C2=C1)=O)C1C(NC(CC1)=O)=O)CN1CCC(CC1)C1=NC(=C(C(=O)N)C=C1)C1=CC=C(C=C1)OC1=CC=CC=C1 6-(1-((6-bromo-2-(2,6-dioxopiperidin-3-yl)-1-oxoisoindolin-5-yl)methyl)piperidin-4-yl)-2-(4-phenoxyphenyl)nicotinamide